4-((R)-3-(dimethylamino)-3-(((R)-6-(trifluoromethyl)-2,3-dihydro-1H-inden-1-yl)methyl)piperidin-1-yl)-2,6-difluoro-N-(pyrimidin-4-yl)benzenesulfonamide CN([C@@]1(CN(CCC1)C1=CC(=C(C(=C1)F)S(=O)(=O)NC1=NC=NC=C1)F)C[C@H]1CCC2=CC=C(C=C12)C(F)(F)F)C